COC(C[C@@H]1[C@H](C(CC1)=O)CCCCC)=O.ClC1=CC=C(C=C1)CCCC1=CC=C(C=C1)Cl |r| 1,3-Bis(4-chlorophenyl)propane methyl-[(1RS,2RS)-3-oxo-2-pentylcyclopentyl]acetate